tert-Butyl 6-methyl-7-oxo-3-(phenylsulfonyl)-6,7-dihydro-3H-spiro[dipyrrolo[2,3-b:3',2'-d]pyridine-8,3'-pyrrolidine]-1'-carboxylate CN1C(C2(CN(CC2)C(=O)OC(C)(C)C)C2=C3C(=NC=C21)N(C=C3)S(=O)(=O)C3=CC=CC=C3)=O